(2S,4R)-N-(1-cyanocyclopropyl)-4-(2-methyl-4-(3-(trifluoromethyl)-1H-pyrazol-1-yl)phenylsulfonyl)-1-(1-(trifluoromethyl)cyclopropanecarbonyl)pyrrolidine-2-carboxamide C(#N)C1(CC1)NC(=O)[C@H]1N(C[C@@H](C1)S(=O)(=O)C1=C(C=C(C=C1)N1N=C(C=C1)C(F)(F)F)C)C(=O)C1(CC1)C(F)(F)F